C(C)(C)(C)OC(=O)N1CC(C[C@H](C1)NC(CCCCBr)=O)(F)F (5R)-5-[(5-bromopentanoyl)amino]-3,3-difluoropiperidine-1-carboxylic acid tert-butyl ester